P(=O)(O)(O)OC(C(=O)[O-])CO monophosphoglycerate